P(=O)(O)([O-])[O-].[K+].[K+].OC(C)(C)C=1C(=CC2=CN(N=C2C1)C1CCN(CC1)CCCC1CCNCC1)NC(=O)C1=NC(=CC=C1)C(F)(F)F N-(6-(2-hydroxyprop-2-yl)-2-(1-(3-(piperidin-4-yl)propyl)piperidin-4-yl)-2H-indazol-5-yl)-6-(trifluoromethyl)pyridinecarboxamide DiPotassium Hydrogen Phosphate